FC1=NN2C(NC(C=C2)=O)=C1 2-fluoropyrazolo[1,5-a]pyrimidin-5(4H)-one